3-(6,7-dibromo-1-oxoisoindolin-2-yl)piperidine-2,6-dione BrC1=CC=C2CN(C(C2=C1Br)=O)C1C(NC(CC1)=O)=O